2-(1H-pyrrolo[2,3-b]pyridin-5-yloxy)-4-(4-((2-(4-chlorophenyl)-5,5-bis(fluoromethyl)cyclohex-1-enyl)methyl)piperazin-1-yl)benzoic acid N1C=CC=2C1=NC=C(C2)OC2=C(C(=O)O)C=CC(=C2)N2CCN(CC2)CC2=C(CCC(C2)(CF)CF)C2=CC=C(C=C2)Cl